6-Chloro-9-ethyl-8-furan-2-yl-9H-pyrido[3,4-b]indole ClC=1C=C2C3=C(N(C2=C(C1)C=1OC=CC1)CC)C=NC=C3